CC1=CC2=C(N=CN2)C=C1C 5,6-bisMethylbenzimidazole